(25R)-5α-Spirostan-3β,17α,27-triol C[C@H]1[C@]2([C@H](C[C@H]3[C@@H]4CC[C@H]5C[C@H](CC[C@]5(C)[C@H]4CC[C@]23C)O)O[C@]12CC[C@H](CO)CO2)O